2-(bicyclo[2.2.1]hept-5-en-2-yl)-6-phenyl-naphthalene C12C(CC(C=C1)C2)C2=CC1=CC=C(C=C1C=C2)C2=CC=CC=C2